C(C)C1=C2C(=CC(=CC2=CC=C1F)O)C1=C(C=2N=C(N=C(C2C=N1)N1CCOCC2(CCOCC2)C1)OC[C@]12CCCN2C[C@@H](C1)F)F 5-ethyl-6-fluoro-4-(8-fluoro-2-(((2r,7as)-2-fluoro-hexahydro-1H-pyrrolizin-7a-yl)methoxy)-4-(3,8-dioxa-11-azaspiro[5.6]dodec-11-yl)pyrido[4,3-d]pyrimidin-7-yl)naphthalen-2-ol